N1NCCC1 pyrazolidine